CC(CNCC1=C2C(=NC(=C1)C(=O)NC=1C=NC=C(C1)C1(CC(C1)C)C1=NN=CN1C)C=CN2)C 7-{[(2-methylpropyl)amino]methyl}-N-{5-[(1r,3s)-3-methyl-1-(4-methyl-1,2,4-triazol-3-yl)cyclobutyl]pyridin-3-yl}-1H-pyrrolo[3,2-b]pyridine-5-carboxamide